OC1=C(C(=O)C2=CC=C(C=C2)CCC)C=CC(=C1)OCC hydroxy-4-ethoxy-4'-propylbenzophenone